C(C=C)(=O)N1C[C@@H](N(CC1)C1=C(C(N(C2=NC(=C(C=C12)Cl)Cl)C=1C(=NC=CC1C)C(C)C)=O)C#N)C (S)-4-(4-acryloyl-2-methylpiperazine-1-Yl)-6,7-dichloro-1-(2-isopropyl-4-methylpyridin-3-yl)-2-oxo-1,2-dihydro-1,8-naphthyridine-3-carbonitrile